2-[4-[4-amino-2-(N-[2-amino 1-methyl 2-oxo ethyl] 4-fluoroanilino)thiazole-5-carbonyl]phenoxy]-2-methyl-propanoate NC=1N=C(SC1C(=O)C1=CC=C(OC(C(=O)[O-])(C)C)C=C1)N(C1=CC=C(C=C1)F)C(C(=O)N)C